ClC=1C=C(C(=NC1)OC1=C(C2=C(C=N1)N=C(N2C)C(=O)NC2(CCS(CC2)(=O)=O)C)F)OCC(F)F 6-[[5-Chloro-3-(2,2-difluoroethoxy)-2-pyridyl]oxy]-7-fluoro-1-methyl-N-(4-methyl-1,1-dioxo-thian-4-yl)imidazo[4,5-c]pyridine-2-carboxamide